C(CCCCC(=O)O)(=O)O.C(CCCO)O monobutylene glycol adipate